N-(6-Methoxypyrimidin-4-yl)-3-(((7-(pyridin-4-yl)-2,3-dihydrofuro[3,2-c]pyridin-4-yl)amino)methyl)benzamid COC1=CC(=NC=N1)NC(C1=CC(=CC=C1)CNC1=NC=C(C2=C1CCO2)C2=CC=NC=C2)=O